(R)-2-(3-((tert-butyldimethylsilyl)oxy)pyrrolidin-1-yl)propane-1,3-diol [Si](C)(C)(C(C)(C)C)O[C@H]1CN(CC1)C(CO)CO